Cl.COC1=CC=C2[C@H](CCOC2=C1)N (S)-7-methoxychroman-4-amine HCl